O1C=NC=C1CC=1C=C(CNCCCCOCCOC2=C3C=NNC3=CC(=C2)C=2C=NNC2C#N)C=C(C1)OC(F)(F)F 4-(4-(2-(4-((3-(oxazol-5-ylmethyl)-5-(trifluoromethoxy)benzyl)amino)butoxy)ethoxy)-1H-indazol-6-yl)-1H-pyrazole-5-carbonitrile